(pyrido[2,3-d]pyrimidinyl)(pyrido[2,3-b]pyrazinyl)(pyrido[3,4-b]pyrazinyl)pyrimido[5,4-d]pyrimidine N1=C(N=CC2=C1N=CC=C2)C=2N=CC=1N=C(N=C(C1N2)C=2N=C1C(=NC2)N=CC=C1)C=1N=C2C(=NC1)C=NC=C2